methyl 6-(1-{[(2-methylpropan-2-yl) oxy] carbonyl} hexahydropyridin-4-yl)-1,2-diazine-3-carboxylate CC(C)(C)OC(=O)N1CCC(CC1)C1=CC=C(N=N1)C(=O)OC